C(C)OCOC1=C(C(=CC(=C1)C(F)(F)F)C)C=1C=NC=2C(N1)=NN(C2)C[C@H]2CNC(O2)=O (R)-5-((6-(2-(ethoxymethoxy)-6-methyl-4-(trifluoromethyl)phenyl)-2H-pyrazolo[3,4-b]pyrazin-2-yl)methyl)oxazolidin-2-one